C(C1=CC=CO1)C(C1=CC(=C(C(=C1)OC)OC)C(N)CC1=CC=CO1)N 1,3-bis(furfuryl-aminomethyl)-4,5-dimethoxybenzene